C(C)C(C(=O)O)CCCC.C(CCC)N1CC=CC=C1 N-butylpyridine 2-ethylhexanoate